(+)-6,7-Dimethoxy-1,2,3,4-tetrahydroquinoline-1-carboxylic Acid COC=1C=C2CCCN(C2=CC1OC)C(=O)O